F[C@@H]1[C@H](CNC1)NC1=NC(=NC=C1)C1=CN=C2N1C=CC(=C2)OC(C)C N-((3S,4S)-4-fluoropyrrolidin-3-yl)-2-(7-isopropoxyimidazo[1,2-a]pyridin-3-yl)pyrimidin-4-amine